ClC=1C=CC2=C(CC3(CC=4N2C(=NN4)C4CN(CC4)CC4=NC=CC=C4)OCCO3)C1 8'-chloro-1'-[1-(pyridin-2-ylmethyl)pyrrolidin-3-yl]-4'H,6'H-spiro[1,3-dioxolan-2,5'-[1,2,4]triazolo[4,3-a][1]benzazepine]